1-(6Z,9Z,12Z,15Z-octadecatetraenoyl)-2-heptadecanoyl-glycero-3-phospho-(1'-sn-glycerol) CCCCCCCCCCCCCCCCC(=O)O[C@H](COC(=O)CCCC/C=C\C/C=C\C/C=C\C/C=C\CC)COP(=O)(O)OC[C@H](CO)O